COC1=CC=CC=2N=C3N(C21)CCC3 8-Methoxy-2,3-dihydro-1H-benzo[d]pyrrolo[1,2-a]imidazole